ClC1=CC=C(CSC2=NN=C(S2)N)C=C1 5-((4-chlorobenzyl)thio)-1,3,4-thiadiazol-2-amine